FC(C1=NN=C(O1)C=1C=CC(=NC1)CN1C(C2=C(C=CC=C2C(C1=O)(C)C)C=1C(=NOC1C)C)=O)F 2-((5-(5-(difluoromethyl)-1,3,4-oxadiazole-2-yl)pyridine-2-yl)methyl)-8-(3,5-dimethylisooxazole-4-yl)-4,4-dimethylisoquinoline-1,3(2H,4H)-dione